5,8-dihydro-1-naphthoic acid C1(=CC=CC=2CC=CCC12)C(=O)O